methyl 5-(cyclopropylmethylsulfonyl)furan-2-carboxylate C1(CC1)CS(=O)(=O)C1=CC=C(O1)C(=O)OC